C(C1=CC=CC=C1)C([C@H](N)C(=O)[O-])C(=O)[O-] β-Benzyl-L-aspartate